CC1=CC=C(C2=CC3=C(C=CC(=C3C=C12)C)C)C 1,4,5,8-tetramethylanthracene